bis(succinimidyl)succinic acid C1(CCC(N1C(C(C(=O)O)N1C(CCC1=O)=O)C(=O)O)=O)=O